C(OC(C)(C)OOC(C)(C)C)([O-])=O t-butylperoxy-isopropyl monocarbonate